1,2-bis(diphenylphosphino)vinylphosphine ruthenium (II) acetate dihydrate O.O.C(C)(=O)[O-].[Ru+2].C1(=CC=CC=C1)P(C(=CP(C1=CC=CC=C1)C1=CC=CC=C1)P)C1=CC=CC=C1.C(C)(=O)[O-]